(S)-(3-((Dimethylamino)methyl)quinolin-6-yl)-3a-hydroxy-6,7-dimethyl-1,2,3,3a-tetrahydro-4H-pyrrolo[2,3-b]quinolin CN(C)CC=1C=NC2=CC=C(C=C2C1)N1CC[C@@]2(C1=NC1=CC(=C(C=C1C2)C)C)O